5-(2-((1-((1-(cyanomethyl)-1H-pyrazol-4-yl)sulfonyl)piperidin-4-yl)amino)-5-(trifluoro-methyl)pyrimidin-4-yl)-2-methylthiophene-3-carbonitrile C(#N)CN1N=CC(=C1)S(=O)(=O)N1CCC(CC1)NC1=NC=C(C(=N1)C1=CC(=C(S1)C)C#N)C(F)(F)F